C(C)(C)(C)OC(=O)N[C@H]([C@@H](CCl)O)CC1=CC=CC=C1 (2S,3S)-N-t-Butoxycarbonyl-3-amino-1-chloro-2-hydroxy-4-phenylbutane